NC=1C(=C(C=CC1)CN1C(OC2=C(C1)C=CC(=C2)C(C(=O)N(C)C)(F)F)=O)F 2-{3-[(3-amino-2-fluorophenyl)methyl]-2-oxo-3,4-dihydro-2H-1,3-benzoxazin-7-yl}-2,2-difluoro-N,N-dimethylacetamide